tert-butyl (3',6'-dibromo-3-oxo-3H-spiro[isobenzofuran-1,9'-xanthen]-6-yl)carbamate BrC=1C=CC=2C3(C4=CC=C(C=C4OC2C1)Br)OC(C1=CC=C(C=C13)NC(OC(C)(C)C)=O)=O